tributyl-[2-(3-methoxycyclobutyl)-4-(trifluoromethyl)thiazol-5-yl]stannane C(CCC)[Sn](C1=C(N=C(S1)C1CC(C1)OC)C(F)(F)F)(CCCC)CCCC